ClC=1C(=C(C=CC1)S(=O)(=O)NC=1C(=C(C(=CC1)F)C=1C=C2C=NC(=NC2=CC1)NC(C(C)(C)C)=O)F)F N-(6-(3-(3-chloro-2-fluorophenylsulphonamido)-2,6-difluorophenyl)quinazolin-2-yl)pivaloamide